dibutylphosphine dibromide [Br-].[Br-].C(CCC)PCCCC